C(CCCCCCCCCCCCCCCCC)NC(NCCCCCCCCCCCCCCCCCC)=O bis-stearyl-urea